methyl 4-(N-(tert-butyl)sulfamoyl)-2-(6-azaspiro[2.5]octan-6-yl)benzoate C(C)(C)(C)NS(=O)(=O)C1=CC(=C(C(=O)OC)C=C1)N1CCC2(CC2)CC1